[N+](=O)([O-])C=1C=C(C(=C(F)F)F)C=CC1 3-nitro-α,β,β-trifluorostyrene